SCC1=CC=C(C(=O)OCC2CCN(CC2)C)C=C1 (1-methylpiperidin-4-yl)methyl 4-[(sulfanyl)methyl]benzoate